(9S)-9-(2-((tert-butyldiphenylsilyl)oxy)ethyl)-5-chloro-10-(2,2-difluoroethyl)-4-fluoro-2-(methylsulfinyl)-9,10-dihydro-8H-7-oxa-1,3,6,10-tetraazacyclohepta[de]naphthalene [Si](C1=CC=CC=C1)(C1=CC=CC=C1)(C(C)(C)C)OCC[C@@H]1N(C=2C=3C(=NC(=C(C3N=C(N2)S(=O)C)F)Cl)OC1)CC(F)F